2-benzoyl-oxymethyl-6-p-methylbenzyloxymethyl-4-pyrone C(C1=CC=CC=C1)(=O)OCC=1OC(=CC(C1)=O)COCC1=CC=C(C=C1)C